ClC=1C(=NC(=NC1)NC=1C=C(C=NC1)N1C(CCC1)=O)C=1CN(CCC1)C1CC1 1-(5-((5-chloro-4-(1-cyclopropyl-1,2,5,6-tetrahydropyridin-3-yl)pyrimidin-2-yl)amino)pyridin-3-yl)pyrrolidine-2-one